5,7-dimethyl-2,3-dithia-5,7-diazabicyclo[2.2.2]octane-6,8-dione CN1C2SSC(C1=O)N(C2=O)C